C(C)(C)N(NC(C1=C(C=C(C=C1)/C(=C/C(C(F)(F)F)C1=CC(=C(C(=C1)Cl)Cl)Cl)/F)C(F)(F)F)=O)C1=NC=CC=N1 (Z)-N'-isopropyl-N'-(pyrimidin-2-yl)-4-(1,4,4,4-tetrafluoro-3-(3,4,5-trichlorophenyl)but-1-en-1-yl)-2-(trifluoromethyl)benzoyl-hydrazine